cis-5-(4-(4-(Dimethoxymethyl)piperidin-1-yl)-3-fluorophenyl)-6-isobutyl-5,6,7,8-tetrahydronaphthalen-2-ol COC(C1CCN(CC1)C1=C(C=C(C=C1)[C@@H]1C=2C=CC(=CC2CC[C@@H]1CC(C)C)O)F)OC